1,1,2,2-tetrafluoroethyl-2,2,3,3-tetrafluoropropyldiethoxymethane FC(C(F)F)(F)C(OCC)(OCC)CC(C(F)F)(F)F